N1=C(F)N=C(F)N=C1F cyanuric fluoride